2-(benzyl-(2-hydroxyethyl)amino)-1-(2-methylpyridin-4-yl)ethan-1-ol C(C1=CC=CC=C1)N(CC(O)C1=CC(=NC=C1)C)CCO